O1C(CCCC1)C(C1=CC=CC=C1)O (tetrahydro-2H-pyran-2-yl)benzyl alcohol